3-[4-(piperazin-1-yl)phenyl]-N-methyl-L-phenylalanine N1(CCNCC1)C1=CC=C(C=C1)C=1C=C(C[C@H](NC)C(=O)O)C=CC1